1-(2-fluoro-2-methylpropyl)-N-(6-(1-methyl-1H-1,2,3-triazol-4-yl)isoquinolin-3-yl)piperidine-4-carboxamide FC(CN1CCC(CC1)C(=O)NC=1N=CC2=CC=C(C=C2C1)C=1N=NN(C1)C)(C)C